CC1=CC=C(C=C1)[Si](OC)(OC)OC 1-methyl-4-(trimethoxysilyl)benzene